8-methyl-6-[5-methyl-6-[4-(4-methylpiperazin-1-yl)-1-piperidyl]-3-pyridyl]imidazo[1,2-a]pyridine CC=1C=2N(C=C(C1)C=1C=NC(=C(C1)C)N1CCC(CC1)N1CCN(CC1)C)C=CN2